FC(OC1=CC=C(C=C1)NC(C1=CC=CC=C1)=O)F N-(4-difluoromethoxyphenyl)benzamide